3-{7-[(3S,4S)-3-fluoro-2,2,6,6-tetramethylpiperidin-4-yl]-7H-pyrrolo[2,3-c]pyridazin-3-yl}naphthalen-2-ol hydrochloride Cl.F[C@@H]1C(NC(C[C@@H]1N1C=CC2=C1N=NC(=C2)C=2C(=CC1=CC=CC=C1C2)O)(C)C)(C)C